((1r,3r)-3-(pyridin-4-yloxy)cyclobutyl)methanol N1=CC=C(C=C1)OC1CC(C1)CO